ClC=1C=CC2=C(OC(CN2)C(=O)OCC)C1 Ethyl 7-chloro-3,4-dihydro-2H-benzo[b][1,4]oxazine-2-carboxylate